BrC=1C=NC(=C(C#N)C1)NC1CCN(CC1)S(=O)(=O)C 5-bromo-2-((1-(methylsulfonyl)piperidin-4-yl)amino)nicotinnitrile